(3R,4R)-1-(1-((1R)-1-(2,4-difluorophenyl)ethyl)-5,6-difluoro-1H-benzimidazol-2-yl)-4-fluoro-3-piperidinamine FC1=C(C=CC(=C1)F)[C@@H](C)N1C(=NC2=C1C=C(C(=C2)F)F)N2C[C@H]([C@@H](CC2)F)N